5-chloro-2-(4,4-difluoroazepan-1-yl)-6-ethyl-N-(4-fluoro-3-(N'-hydroxyamidino)phenyl)nicotinamide ClC=1C(=NC(=C(C(=O)NC2=CC(=C(C=C2)F)C(N)=NO)C1)N1CCC(CCC1)(F)F)CC